2-amino-7,8-dihydro-1,6-naphthyridine NC1=NC=2CCN=CC2C=C1